O[C@@H]1[C@@H](CC12CCC(CC2)NC(OC(C)(C)C)=O)[C@@H]2N1C(C3=CC=CC=C23)=CN=C1 tert-butyl ((1R,2S,4s,7S)-1-hydroxy-2-((S)-5H-imidazo[5,1-a]isoindol-5-yl)spiro[3.5]nonan-7-yl)carbamate